3-(4-(8-oxa-3-azabicyclo[3.2.1]octane-3-yl)-7-(1H-pyrazol-3-yl)imidazolo[1,5-b]pyridazin-2-yl)-8-Oxa-3-azabicyclo[3.2.1]octane C12CN(CC(CC1)O2)C=2C=1N(N=C(C2)N2CC3CCC(C2)O3)C(=NC1)C1=NNC=C1